ClC1=CC=C(C=C1)CCCN1CCN(CC1)S(=O)(=O)NC(=O)C=1C(=NC=CC1)N1C(C[C@@H](C1)C)(C)C N-[4-[3-(4-Chlorophenyl)propyl]piperazin-1-yl]sulfonyl-2-[(4S)-2,2,4-trimethylpyrrolidin-1-yl]pyridin-3-carboxamid